CN(CCCNC(NC1=CC=C2C(=N1)N(C=C2C=2C=C1C(=NC2OC)N=CS1)COCC[Si](C)(C)C)=O)C 3-[3-(dimethylamino)propyl]-1-(3-{5-methoxy-[1,3]thiazolo[4,5-b]pyridin-6-yl}-1-{[2-(trimethylsilyl)ethoxy]methyl}pyrrolo[2,3-b]pyridin-6-yl)urea